7-(azetidin-3-yl)-1-(benzenesulfonyl)-5-(4-fluorophenyl)-6-(2-methoxy-1,1-dimethyl-ethyl)pyrrolo[2,3-f]indazole N1CC(C1)C1=C(N(C=2C=C3C=NN(C3=CC21)S(=O)(=O)C2=CC=CC=C2)C2=CC=C(C=C2)F)C(COC)(C)C